norcaran C12CCCCC1C2